ClCC(CCl)N1CCOCC1 4-(1,3-dichloropropane-2-yl)morpholine